2-(4,4-difluorocyclohexyl)-6-(2-(6-(1-(4-fluorobenzyl)-1H-pyrazole-4-carbonyl)-2-(1-(trifluoromethyl)cyclopropane-1-carbonyl)-2,6-diazaspiro[3.4]octan-8-yl)ethoxy)benzoic acid FC1(CCC(CC1)C1=C(C(=O)O)C(=CC=C1)OCCC1CN(CC12CN(C2)C(=O)C2(CC2)C(F)(F)F)C(=O)C=2C=NN(C2)CC2=CC=C(C=C2)F)F